methyl 4-((4-chlorophenyl) sulfonamido)-1-methyl-3-(1,4-dioxaspiro[4.5]dec-7-en-8-yl)-1H-pyrazole-5-carboxylate ClC1=CC=C(C=C1)S(=O)(=O)NC=1C(=NN(C1C(=O)OC)C)C1=CCC2(OCCO2)CC1